glycolic acid-d C(CO)(=O)O[2H]